tert-butyl-(3'S)-2-(6-amino-5-cyanopyridin-3-yl)-6,7-dihydrospiro[pyrazolo[5,1-c][1,4]oxazine-4,3'-pyrrolidine]-1'-carboxylate C(C)(C)(C)OC(=O)N1C[C@]2(CC1)OCCN1C2=CC(=N1)C=1C=NC(=C(C1)C#N)N